2-bromo-4-((trifluoromethyl)thio)benzoic acid BrC1=C(C(=O)O)C=CC(=C1)SC(F)(F)F